1-(3,5-difluoropyridin-2-yl)methylamine dihydrochloride Cl.Cl.FC=1C(=NC=C(C1)F)CN